BrC1=CC(=C(C=O)C=C1F)F 4-bromo-2,5-difluorobenzaldehyde